3-(5-(3-(benzyloxy)propoxy)-6-(4-methylpiperazin-1-yl)pyridin-3-yl)-5-bromo-1-((2-(Trimethylsilyl)ethoxy)methyl)-1H-pyrazolo[3,4-c]pyridine C(C1=CC=CC=C1)OCCCOC=1C=C(C=NC1N1CCN(CC1)C)C1=NN(C2=CN=C(C=C21)Br)COCC[Si](C)(C)C